1-(2-methoxyethyl)piperidin-4-amine COCCN1CCC(CC1)N